sodium calcium sulfate chloride borate B([O-])([O-])O.[Cl-].S(=O)(=O)(O)O.[Ca+2].[Na+]